3-(5-(4-(4-(4-((1R,2S)-6-hydroxy-2-phenyl-1,2,3,4-tetrahydronaphthalen-1-yl)phenyl)piperazine-1-carbonyl)piperazin-1-yl)-1-oxoisoindolin-2-yl)piperidine-2,6-dione OC=1C=C2CC[C@@H]([C@@H](C2=CC1)C1=CC=C(C=C1)N1CCN(CC1)C(=O)N1CCN(CC1)C=1C=C2CN(C(C2=CC1)=O)C1C(NC(CC1)=O)=O)C1=CC=CC=C1